3,5-dichlorophenyl-sulfonamide ClC=1C=C(C=C(C1)Cl)S(=O)(=O)N